FC1=C(C(=CC=C1)F)S(=O)(=O)N[C@@H]([C@H](C)C1=C(C(=CC=C1F)C)C)C=1OC(NN1)=O 2,6-difluoro-N-((1S,2R)-2-(6-fluoro-2,3-dimethylphenyl)-1-(5-oxo-4,5-dihydro-1,3,4-oxadiazol-2-yl)propyl)benzenesulfonamide